C(#N)C1=NC2=CC(=CC(=C2N=C1N1CCC(CC1)(C)C)C(C)NC1=C(C(=O)O)C=CC=C1)C 2-((1-(2-cyano-3-(4,4-dimethylpiperidin-1-yl)-7-methylquinoxalin-5-yl)ethyl)amino)benzoic acid